(S)-1-(5'-(5-(3-chloro-5-fluorophenyl)-5-(trifluoromethyl)-4,5-dihydroisoxazol-3-yl)-3'H-spiro[azetidine-3,1'-isobenzofuran]-1-yl)-2-(methylsulfonyl)ethan-1-one ClC=1C=C(C=C(C1)F)[C@@]1(CC(=NO1)C=1C=C2COC3(C2=CC1)CN(C3)C(CS(=O)(=O)C)=O)C(F)(F)F